(R)-1-phenyl-3-(m-methylphenyl)propan-1-ol 2-[(1-cyclopropyl-6-fluoro-3-formyl-4-oxo-1,4-dihydroquinolin-7-yl)oxy]ethyl-acetate C1(CC1)N1C=C(C(C2=CC(=C(C=C12)OCCCC(=O)O[C@H](CCC1=CC(=CC=C1)C)C1=CC=CC=C1)F)=O)C=O